FC=1C=2N(C=C(C1)C1=CNC=3N=C(N=CC31)NCC3CCN(CC3)C)C(=CN2)C 5-(8-fluoro-3-methylimidazo[1,2-a]pyridin-6-yl)-N-((1-methylpiperidin-4-yl)methyl)-7H-pyrrolo[2,3-d]pyrimidin-2-amine